N[C@@H](CC1=CC=C(S1)C1=CC=C(C#N)C=C1)C#N 4-{5-[(2S)-2-amino-2-cyanoethyl]thiophen-2-yl}benzonitrile